FC1=C(C=CC(=C1)C(F)(F)F)/C=C/C(=O)NCC(=O)N1C[C@H](N(C[C@@H]1C1=CC=CC=C1)CCCC(=O)O)C 4-[(2R,5S)-4-[2-[[(E)-3-[2-fluoro-4-(trifluoromethyl)phenyl]prop-2-enoyl]amino]acetyl]-2-methyl-5-phenylpiperazin-1-yl]butanoic acid